5-amino-1-(2,6-dichloro-4-trifluoromethyl-phenyl)-4-trifluoromethylsulfinyl-pyrazole-3-carbonitrile NC1=C(C(=NN1C1=C(C=C(C=C1Cl)C(F)(F)F)Cl)C#N)S(=O)C(F)(F)F